COC1=CC(=C2C=CC(=NC2=C1)C(F)(F)F)C1(CC1)N 1-(7-Methoxy-2-(trifluoromethyl)quinoline-5-yl)cyclopropan-1-amine